METHYLPIPERIDIN-4-AMINE CN1CCC(CC1)N